1,3-bis(vinylmercapto)benzene C(=C)SC1=CC(=CC=C1)SC=C